cis-2-hexadecenoic acid C(\C=C/CCCCCCCCCCCCC)(=O)O